(S)-N-(5-chloropyridin-2-yl)-2-((S)-3-(6-oxo-5-phenyl-1,6-dihydropyridin-3-yl)piperidin-1-yl)propanamide ClC=1C=CC(=NC1)NC([C@H](C)N1C[C@@H](CCC1)C1=CNC(C(=C1)C1=CC=CC=C1)=O)=O